BrC1=CC=C2C3(CC=4C(=NOC4C2=C1)N)CC3 8'-bromo-4'H-spiro[cyclopropane-1,5'-naphtho[2,1-d]isoxazol]-3'-amine